FC[C@@H]1[C@@H](CN(CC1)C)C (3S,4S)-4-(fluoromethyl)-1,3-dimethylpiperidine